N-stearoylglutamic acid distearylamide C(CCCCCCCCCCCCCCCCC)N(C([C@@H](NC(CCCCCCCCCCCCCCCCC)=O)CCC(=O)O)=O)CCCCCCCCCCCCCCCCCC